C1(CC1)OC=1C(=CC2=CN(N=C2C1)C1CCC(CC1)CO)N1C(C=CC=C1C(C)(F)F)C(=O)N 1-N-(6-cyclopropoxy-2-((1r,4r)-4-(hydroxymethyl)cyclohexyl)-2H-indazol-5-yl)-6-(1,1-difluoroethyl)picolinamide